C(C1=CC=CC=C1)C=1C=NC(=NC1)N1CC2(CN(C2)C=2C=NN3C2C=CC(=C3)C=3C=NN(C3)C)C1 3-[6-(5-benzylpyrimidin-2-yl)-2,6-diazaspiro[3.3]hept-2-yl]-6-(1-methyl-pyrazol-4-yl)pyrazolo[1,5-a]pyridine